ClC1=CC=C(COC2=NN=C(S2)NC(=O)C2=CC3=C(OCO3)C=C2C2=C(C=CC=C2)OC)C=C1 N-(5-((4-chlorobenzyl)oxy)-1,3,4-thiadiazol-2-yl)-6-(2-methoxyphenyl)benzo[d][1,3]dioxole-5-carboxamide